C(C(=C)C)(=O)OC[Si](OCC)(OCC)OCC METHACRYLOXYMETHYLTRIETHOXYSILANE